(E)-imino(pyridin-2-yl)(2-(trifluoromethyl)styryl)-λ6-sulfanone N=S(=O)(\C=C\C1=C(C=CC=C1)C(F)(F)F)C1=NC=CC=C1